3-(Difluoromethyl)-1-methyl-N-[(3S)-1,1,3-trimethyl-2,3-dihydro-1H-inden-4-yl]-1H-pyrazol-4-carboxamid FC(C1=NN(C=C1C(=O)NC1=C2[C@H](CC(C2=CC=C1)(C)C)C)C)F